OC1=C(C=C(C(=O)O)C=C1)C(=O)O 4-Hydroxyisophthalic acid